tert-Butyl 2-(iodomethyl)-4,4-dimethyl-pyrrolidine-1-carboxylate ICC1N(CC(C1)(C)C)C(=O)OC(C)(C)C